CN(C(O[C@H](C(=O)NC=1C(N(C(=CC1)F)CC1=NC2=C(C(=NC=C2F)CC(C)C)N1)=O)CC\C=C\C(=O)N(C)C)=O)C (S,E)-7-(dimethylamino)-1-((6-fluoro-1-((7-fluoro-4-isobutyl-3H-imidazo[4,5-c]pyridin-2-yl)methyl)-2-oxo-1,2-dihydropyridin-3-yl)amino)-1,7-dioxohept-5-en-2-yl dimethylcarbamate